3-[2-oxo-1-(3,4,5-trimethoxyphenyl)-2,3-dihydro-1H-imidazo[4,5-c]pyridin-6-yl]benzoic acid O=C1N(C2=C(C=NC(=C2)C=2C=C(C(=O)O)C=CC2)N1)C1=CC(=C(C(=C1)OC)OC)OC